O1C(=NC=C1)NC(NC(C(=O)N)CC1=CC=CC=C1)=O 2-(3-(oxazol-2-yl)ureido)-3-phenylpropanamide